tert-butyl (3S)-3-[5-chloro-6-[2-cyano-3-[[ethyl(methyl)sulfamoyl]amino]-6-fluoro-phenoxy]-4-oxo-quinazolin-3-yl]-8-azaspiro[4.5]decane-8-carboxylate ClC1=C2C(N(C=NC2=CC=C1OC1=C(C(=CC=C1F)NS(N(C)CC)(=O)=O)C#N)[C@H]1CCC2(C1)CCN(CC2)C(=O)OC(C)(C)C)=O